1-[2-(2-ethylsulfanylethylthio)ethyl]imidazole C(C)SCCSCCN1C=NC=C1